dicyclohexyl-(2',4',6'-triisopropylbiphenyl-2-yl)phosphino-(2'-aminobiphenyl-2-yl)(chloro)palladium (i) C1(CCCCC1)[Pd-4](Cl)(C1=C(C=CC=C1)C1=C(C=CC=C1)N)(PC1=C(C=CC=C1)C1=C(C=C(C=C1C(C)C)C(C)C)C(C)C)C1CCCCC1